C[C@H]1CC[C@@H](CN1)NC(OC(C)(C)C)=O |r| racemic-trans-tert-butyl N-(6-methyl-3-piperidyl)carbamate